ClC=1C=NN(C1C1=NN2C(N(C(CC2)=O)CC2=CC(=C(C=C2)C2=NC=NC=C2OC)Cl)=C1)C(C)C 2-(4-chloro-1-isopropyl-1H-pyrazol-5-yl)-4-(3-chloro-4-(5-methoxypyrimidin-4-yl)benzyl)-6,7-dihydropyrazolo[1,5-a]pyrimidin-5(4H)-one